Lithium (2S)-3-{[(5-chloro-2-thienyl)carbonyl]amino}-2-({[2-ethyl-3-(2-oxopyrrolidin-1-yl)-phenyl]sulfonyl}amino)propanoate ClC1=CC=C(S1)C(=O)NC[C@@H](C(=O)[O-])NS(=O)(=O)C1=C(C(=CC=C1)N1C(CCC1)=O)CC.[Li+]